N=1N(C=C(C1)C(=O)[O-])C(=O)[O-] pyrazole-2,4-dicarboxylate